5-((5,6,7,8-tetrahydro-5,5,8,8-tetramethyl-2-naphthalenyl)carbonyl)-2-naphthalenecarboxylic acid CC1(C=2C=CC(=CC2C(CC1)(C)C)C(=O)C1=C2C=CC(=CC2=CC=C1)C(=O)O)C